2-(4-{[(3R)-1-methylpiperidin-3-yl]amino}phthalazin-1-yl)phenol CN1C[C@@H](CCC1)NC1=NN=C(C2=CC=CC=C12)C1=C(C=CC=C1)O